(8R,9R,10S)-10-(hydroxymethyl)-N-(4-methoxyphenyl)-9-[4-(pyridin-4-yl)phenyl]-1,6-diazabicyclo[6.2.0]decane-6-carboxamide OC[C@@H]1[C@@H]([C@@H]2CN(CCCCN12)C(=O)NC1=CC=C(C=C1)OC)C1=CC=C(C=C1)C1=CC=NC=C1